(3-((2-Ethylhexyl)oxy)-5-(pentadecyloxy)phenyl)methanol C(C)C(COC=1C=C(C=C(C1)OCCCCCCCCCCCCCCC)CO)CCCC